1,4-diazabicyclo[2.2.2]octan-2-yl-methanol N12C(CN(CC1)CC2)CO